trans-2-(4-chloro-3-fluorophenoxy)-N-((4-(2-(4-chloro-3-fluorophenoxy)acetamido)cyclohexyl)methyl)acetamide ClC1=C(C=C(OCC(=O)NC[C@@H]2CC[C@H](CC2)NC(COC2=CC(=C(C=C2)Cl)F)=O)C=C1)F